(2S,4r)-1-[(2S)-2-(4-cyclopropyl-triazol-1-yl)-3,3-dimethyl-butyryl]-4-hydroxy-N-[2-(2-oxopyrimidin-1-yl)ethyl]pyrrolidine-2-carboxamide C1(CC1)C=1N=NN(C1)[C@H](C(=O)N1[C@@H](C[C@H](C1)O)C(=O)NCCN1C(N=CC=C1)=O)C(C)(C)C